1-(2-(4'-Fluoro-2'-(4-methyl-4H-1,2,4-triazol-3-yl)-[1,1'-biphenyl]-3-yl)-7-(trifluoromethyl)benzo[d]oxazol-5-yl)-N-((1-methoxycyclobutyl)methyl)methanamine FC1=CC(=C(C=C1)C1=CC(=CC=C1)C=1OC2=C(N1)C=C(C=C2C(F)(F)F)CNCC2(CCC2)OC)C2=NN=CN2C